(±)-1-Cyclohexylethanol C1(CCCCC1)[C@@H](C)O |r|